4-hydroxyphenylmethyl-1-naphthylmethylsulfonylmethyl-sulfonium phenyltris(pentafluorophenyl)borate C1(=CC=CC=C1)[B-](C1=C(C(=C(C(=C1F)F)F)F)F)(C1=C(C(=C(C(=C1F)F)F)F)F)C1=C(C(=C(C(=C1F)F)F)F)F.OC1=CC=C(C=C1)C[SH+]CS(=O)(=O)CC1=CC=CC2=CC=CC=C12